2-[(1R,3R)-1-Ethoxy-3-[(2S,3S)-N-hexyl-3-methyl-2-{[(2R)-1-methylpiperidin-2-yl]formamido}pentanamido]-4-methylpentyl]-1,3-thiazole-4-carboxylic acid C(C)O[C@H](C[C@H](C(C)C)N(C([C@H]([C@H](CC)C)NC(=O)[C@@H]1N(CCCC1)C)=O)CCCCCC)C=1SC=C(N1)C(=O)O